C(C1=CC=CC=C1)OC1=C(C(=O)OCC2=CC=CC=C2)C=CC(=C1)N(C(C(F)(F)F)=O)CC1=NC=C(C=C1)Br benzyl 2-(benzyloxy)-4-(N-((5-bromopyridin-2-yl)methyl)-2,2,2-trifluoroacetamido)benzoate